2-((6-(4-fluoro-1H-pyrazol-1-yl)pyridin-3-yl)methyl)-2,9-diazaspiro[5.5]undecane FC=1C=NN(C1)C1=CC=C(C=N1)CN1CC2(CCC1)CCNCC2